N-[2-(3-Methanesulfonylphenyl)-[1,3]thiazolo[5,4-c]pyridin-6-yl]-6-[(1S,4S)-5-methyl-2,5-diazabicyclo[2.2.1]heptan-2-yl]pyridin-2-amine CS(=O)(=O)C=1C=C(C=CC1)C=1SC=2C=NC(=CC2N1)NC1=NC(=CC=C1)N1[C@@H]2CN([C@H](C1)C2)C